S1C(=NC2=C1C=CC=C2)OC2=CC=C(C=C2)CCC(C(C)C)(O)C 1-[4-(1,3-benzothiazol-2-yloxy)phenyl]-3,4-dimethylpentan-3-ol